ethyl (2-[benzyl[(diethoxyphosphoryl)acetyl]amino]-3-methylbutyrylamino)acetate C(C1=CC=CC=C1)N(C(C(=O)NCC(=O)OCC)C(C)C)C(CP(=O)(OCC)OCC)=O